BrC1=CC=C(C=C1)CCC(=C(F)F)C1=CC=CC=C1 1-(4-bromophenyl)-4,4-difluoro-3-phenyl-3-butene